((S)-cyclobutyl(4-fluorophenyl)methyl)-2-methylpropane-2-sulfinamide C1(CCC1)[C@@H](C1=CC=C(C=C1)F)CC(C)(S(=O)N)C